CC1=NN(C=C1NC1=NC=C(C(=N1)NCCCN1C(CC1)=O)C#N)C1CCN(CC1)C 2-((3-methyl-1-(1-methylpiperidin-4-yl)-1H-pyrazol-4-yl)amino)-4-((3-(2-oxoazetidin-1-yl)propyl)amino)pyrimidine-5-carbonitrile